ClC=1C=CC(=C(OCCC=2C(=NN(C2C)C)C(=O)N(C)C)C1)C1=CC=2N(C=C1)N=CC2CN(C)C 4-(2-(5-chloro-2-(3-((dimethylamino)methyl)pyrazolo[1,5-a]pyridin-5-yl)phenoxy)ethyl)-N,N,1,5-tetramethyl-1H-pyrazole-3-carboxamide